(R)-2-amino-3-(4-bromo-2,6-difluorophenyl)propionic acid hydrochloride Cl.N[C@@H](C(=O)O)CC1=C(C=C(C=C1F)Br)F